8-chloro-5-[[2-[3-(5-chloro-6-oxo-pyridazin-1-yl)propyl]-2-azaspiro[3.3]heptan-6-yl]oxy]-2-methyl-isoquinolin-1-one ClC=1C=CC(=C2C=CN(C(C12)=O)C)OC1CC2(CN(C2)CCCN2N=CC=C(C2=O)Cl)C1